tert-butyl (1-(2-amino-6-(1H-pyrazol-3-yl) pyrimidin-4-yl) azetidin-3-yl)(methyl)carbamate NC1=NC(=CC(=N1)N1CC(C1)N(C(OC(C)(C)C)=O)C)C1=NNC=C1